CN(CC(=O)O)CCCCCCCCCCCCCCCCCC 2-(N-methyloctadecylamino)acetic acid